O1CC(C1)C1=CC(=NN1)NC1=CN=CC(=N1)O[C@H]([C@@H](C)O)CC (2R,3S)-3-((6-((5-(oxetan-3-yl)-1H-pyrazol-3-yl)amino)pyrazin-2-yl)oxy)pentan-2-ol